bis(3-hexylnonyl) 10-((4-(dimethylamino)butyl)(3-(2-(hexyldisulfaneyl)ethoxy)-3-oxopropyl)amino)nonadecanedioate CN(CCCCN(C(CCCCCCCCC(=O)OCCC(CCCCCC)CCCCCC)CCCCCCCCC(=O)OCCC(CCCCCC)CCCCCC)CCC(=O)OCCSSCCCCCC)C